2',2''-(butane-1,4-diylbis(oxy))bis(5'-chloro-3-(3,6-di-tert-butyl-9H-carbazol-9-yl)-3'-methyl-5-(2,4,4-trimethylpentan-2-yl)biphenyl-2-ol) hafnium [Hf].C(CCCOC1=C(C=C(C=C1C)Cl)C=1C(=C(C=C(C1)C(C)(CC(C)(C)C)C)N1C2=CC=C(C=C2C=2C=C(C=CC12)C(C)(C)C)C(C)(C)C)O)OC1(C(=CC(=CC1N1C2=CC=C(C=C2C=2C=C(C=CC12)C(C)(C)C)C(C)(C)C)C(C)(CC(C)(C)C)C)C1=CC(=CC(=C1)Cl)C)O